C(C)C1=C(C=C(C(=C1)O)F)C1=CC=C2C(=NNC2=C1)C=1NC=C(N1)CNC(=O)C1CN(CC1)C N-((2-(6-(2-ethyl-5-fluoro-4-hydroxyphenyl)-1H-indazol-3-yl)-1H-imidazol-4-yl)methyl)-1-methylpyrrolidine-3-carboxamide